C(C)OC(CCN(C(N)=O)C1=NN(C2=CC(=CC=C12)Br)C)=O 3-[(6-bromo-1-methyl-indazol-3-yl)-carbamoyl-amino]propionic acid ethyl ester